N(=C=O)C[Si](OC)(OC)C (Isocyanatomethyl)methyldimethoxysilan